CC(C(=O)O)=CCC(C(=O)O)C 2,5-dimethyl-2-hexenedioic acid